C(C1=CC=CC=C1)N(CCN(C(OC(C)(C)C)=O)C)CCN(C(OC(C)(C)C)=O)C di-tertbutyl ((benzylazanediyl)bis(ethane-2,1-diyl))bis(methylcarbamate)